6-[(2,6-difluoro-4-pyridyl)amino]-3-methoxy-N-(1-methylcyclohexyl)pyridine-2-carboxamide FC1=NC(=CC(=C1)NC1=CC=C(C(=N1)C(=O)NC1(CCCCC1)C)OC)F